C(C1=CC=CC=C1)OC1=C(N(N=C1C)CCC1=CC=CC=C1)C(=O)NNC(=S)NCC1=CC=C(C=C1)OC 1-[[4-benzyloxy-5-methyl-2-(2-phenylethyl)pyrazole-3-carbonyl]amino]-3-[(4-methoxyphenyl)methyl]thiourea